N-(3-(3-borono-5-nitrobenzamido)propyl)-N-(3-borono-5-nitrobenzoyl)glycine B(O)(O)C=1C=C(C(=O)NCCCN(CC(=O)O)C(C2=CC(=CC(=C2)[N+](=O)[O-])B(O)O)=O)C=C(C1)[N+](=O)[O-]